C(C)(C)(C)OC(=O)N1CCC(CC1)[C@H](COS(=O)(=O)C1=CC=C(C)C=C1)C (R)-4-(1-(tosyloxy)propan-2-yl)piperidine-1-carboxylic acid tert-butyl ester